chloromethylene-ethyl-methyl-ammonium chloride [Cl-].ClC=[N+](C)CC